L-2-PHOSPHOGLYCERIC ACID P(=O)(O)(O)OC(C(=O)O)CO